C1=NC(=O)NN=C1 1,2,4-triazinone